5-cyclopropyl-2-[(3R,5S)-3,5-dimethylpiperazin-1-yl]pyrimidine C1(CC1)C=1C=NC(=NC1)N1C[C@H](N[C@H](C1)C)C